N-[(6-methylpyridazin-3-yl)methyl]-6-(5-methyl-2-pyridyl)pyrido[3,4-d]pyrimidin-4-amine CC1=CC=C(N=N1)CNC=1C2=C(N=CN1)C=NC(=C2)C2=NC=C(C=C2)C